N-hydroxy-guanidinium ONC(=[NH2+])N